C(C1=CC=CC=C1)OC(=O)N[C@@H]([C@@H](C)CC)C(=O)N1[C@@H](CCC1)C(=O)OC(C)(C)C tert-butyl N-[(benzyloxy)carbonyl]-L-isoleucyl-L-prolinate